C(C)(C)(C)OC(=O)N1CCN(CC1)C1=CC=C2C=CNC2=C1 4-(1H-indol-6-yl)piperazine-1-carboxylic acid tert-butyl ester